Sodium Dihexyl Sulfosuccinate S(=O)(=O)(O)C(C(=O)OCCCCCC)CC(=O)OCCCCCC.[Na]